FC(S(=O)(=O)NC=1C=C(C=CC1)[C@@H](C)NC(=O)C=1SC(=CN1)C1=NC(=CN=C1)OCC)F N-[(1R)-1-[3-(difluoromethanesulfonamido)phenyl]ethyl]-5-(6-ethoxypyrazin-2-yl)-1,3-thiazole-2-carboxamide